FC1=C(N(C=C1F)C1=CC=CC=C1)C=O 3,4-difluoro-1-phenyl-2-pyrrolecarboxaldehyde